di(tert-butyl)(2,3-dimethoxyphenyl)phosphine 2,5-dioxopyrrolidin-1-yl-2-(3-((2,2-dimethyl-4-oxo-3,8,11,14,17-pentaoxa-5-azanonadecan-19-yl)oxy)phenyl)-2-phenylacetate O=C1N(C(CC1)=O)C(C(=O)O)(C1=CC=CC=C1)C1=CC(=CC=C1)OCCOCCOCCOCCOCCNC(OC(C)(C)C)=O.C(C)(C)(C)P(C1=C(C(=CC=C1)OC)OC)C(C)(C)C